C1(=CC=CC=C1)C=1N=C(OC1C1=CC=CC=C1)CCCO 4,5-Diphenyl-2-oxazolpropanol